CC=1C(=NC(=NC1)NC1=CC=C(C=C1)N1CCN(CC1)C)NC1=CC=2CCCCC2C=C1 5-methyl-N2-(4-(4-methylpiperazin-1-yl)phenyl)-N4-(5,6,7,8-tetrahydronaphthalen-2-yl)pyrimidine-2,4-diamine